ClC=1C=C(C=CC1F)NC1=NC=CC2=CC(=C(C=C12)NC(CCCN1C[C@@H](O[C@@H](C1)C)C)=O)OC N-(1-((3-chloro-4-fluorophenyl)amino)-6-methoxyisoquinolin-7-yl)-4-((2S,6R)-2,6-dimethylmorpholino)butanamide